O1CC(CC1)C1=CC=C(N)C=C1 4-tetrahydrofuran-3-ylaniline